[Zn+2].P([O-])([O-])[O-].P([O-])([O-])[O-].[Zn+2].[Zn+2] phosphorous acid zinc salt